2-methyl-2-(4-(4,4,5,5-tetramethyl-1,3,2-dioxaborolan-2-yl)-1H-pyrazol-1-yl)propan-1-ol CC(CO)(C)N1N=CC(=C1)B1OC(C(O1)(C)C)(C)C